NC1=CC(=CC(=N1)C=1C=C(C#N)C=CC1)Cl 3-(6-Amino-4-chloropyridin-2-yl)benzonitrile